Tert-Butyl 3-methyl-3,8-diazabicyclo[3.2.1]octane-8-carboxylate CN1CC2CCC(C1)N2C(=O)OC(C)(C)C